N1=CC(=CC=C1)C1=NC=CC=C1 (3,2)-bipyridyl